4-[4-[2-[1-(6,7-dihydro-5H-pyrrolo[1,2-c]imidazol-1-yl)-2-oxo-2-(thiazol-2-ylamino)ethyl]-7-fluoro-3-oxo-isoindol-5-yl]phenyl]piperidine-1-carboxylic acid tert-butyl ester C(C)(C)(C)OC(=O)N1CCC(CC1)C1=CC=C(C=C1)C=1C=C2C(N(CC2=C(C1)F)C(C(NC=1SC=CN1)=O)C1=C2N(C=N1)CCC2)=O